4-(2-morpholin-4-ylethyl)aniline N1(CCOCC1)CCC1=CC=C(N)C=C1